FC(C(=O)O)(F)F.C1=2C=3NN=CC3NC(CCCCCC(=NC=C1)C2)=O 3,4,7,15-tetraazatricyclo[12.3.1.02,6]Octadeca-1(18),2(6),4,14,16-pentaen-8-one trifluoroacetate salt